CC1=C(C(=CC=C1)C)NC(NC1=C(C=CC=C1C)C)=S bis(2,6-dimethylphenyl)thiourea